C(C)OC([C@H](CCCNC(=N)N)NC(=O)OCCl)=O (S)-2-((chloromethoxy)carbonylamino)-5-guanidinopentanoic acid ethyl ester